(2S)-2-((Z)-dodeca-5-enamido)-4-(methylsulfinyl)butanoic acid C(CCC\C=C/CCCCCC)(=O)N[C@H](C(=O)O)CCS(=O)C